5-(2-chlorobenzyl)-3-((4-fluoro-2-methoxybenzyl)amino)-4H-benzo[e][1,2,4]thiadiazine 1,1-dioxide ClC1=C(CC2=CC=CC3=C2NC(=NS3(=O)=O)NCC3=C(C=C(C=C3)F)OC)C=CC=C1